[2-[[1-(2,6-dioxo-3-piperidyl)-3-methyl-2-oxo-benzimidazol-5-yl]methylcarbamoyloxy] ethyl]-N-methyl-carbamate O=C1NC(CCC1N1C(N(C2=C1C=CC(=C2)CNC(=O)OCCOC(NC)=O)C)=O)=O